N-(6-(5-ethyl-1,2,4-oxadiazol-3-yl)-2,3-dihydrobenzofuran-3-yl)-1-methyl-1H-pyrazole-5-carboxamide C(C)C1=NC(=NO1)C1=CC2=C(C(CO2)NC(=O)C2=CC=NN2C)C=C1